dihydroxyethyloleat OC(COC(CCCCCCC\C=C/CCCCCCCC)=O)O